3-(2-iodo-1-methyl-1H-indol-3-yl)propanal IC=1N(C2=CC=CC=C2C1CCC=O)C